6,9-epiminocyclohepta[c]pyridine-10-carboxamide C1=NC=CC2=C1C1=CC=C(C2)N1C(=O)N